FC1=CC=C(C=C1)CNCC(=O)NC1=CC=C(C=C1)C#CC1=CC=CC=C1 2-{[(4-fluorophenyl)methyl]amino}-N-[4-(2-phenylethynyl)phenyl]acetamide